BrC=1C=CC2=C(OC(CN2)C)C1 7-bromo-2-methyl-3,4-dihydro-2H-benzo[b][1,4]oxazine